2-(tert-butyl) 4-methylisoindoline-2,4-dicarboxylate CC1(C2CN(CC2=CC=C1)C(=O)OC(C)(C)C)C(=O)[O-]